tert-butyl N-cyclopropyl-N-[1-[6-fluoro-7-[(2-methoxy-3-pyridyl)-carbamoyl]-2-methyl-indazol-4-yl]-4-piperidyl]carbamate C1(CC1)N(C(OC(C)(C)C)=O)C1CCN(CC1)C=1C2=CN(N=C2C(=C(C1)F)C(NC=1C(=NC=CC1)OC)=O)C